8-(pyridin-2-yl)-1,4-dioxaspiro[4.5]decan-8-amine N1=C(C=CC=C1)C1(CCC2(OCCO2)CC1)N